C(CCCCC)NCCCCCCOC(C(CCCCCCCC)CCCCCC)=O.FC(C=1C=C2C(C(NC2=CC1)=O)=O)(F)F 5-(trifluoromethyl)isatin 6-(hexylamino)hexyl-2-hexyldecanoate